ClC=1C=C(CN2N=CC3=CC(=CC(=C23)C(=O)N[C@@H](C)C2=CC=C(C(=O)O)C=C2)C2=CC=CC=C2)C=CC1 (S)-4-(1-(1-(3-chlorobenzyl)-5-phenyl-1H-indazol-7-amido)ethyl)benzoic acid